C(CCCCC)OC(CC1COP(OC1)(=O)Cl)=O 2-(2-chloro-2-oxo-1,3,2-dioxaphosphorinan-5-yl)acetic acid hexyl ester